5-(propyl)uracil C(CC)C=1C(NC(NC1)=O)=O